tert-Butyl 1-((2-fluoro-4-(1,1,1,3,3,3-hexafluoro-2-hydroxypropan-2-yl)phenyl)carbamoyl)-6-(methylsulfonyl)-3,4-dihydroisoquinoline-2(1H)-carboxylate FC1=C(C=CC(=C1)C(C(F)(F)F)(C(F)(F)F)O)NC(=O)C1N(CCC2=CC(=CC=C12)S(=O)(=O)C)C(=O)OC(C)(C)C